S([O-])(O)=O.[NH4+].[Na] sodium (ammonium) bisulphite